O=C1NC(CCC1N1C(C2=CC=C(C=C2C1=O)C#CCCCO)=O)=O (2,6-dioxo-3-piperidyl)-5-(5-hydroxypent-1-ynyl)isoindoline-1,3-dione